2-(2,6-dimethoxyphenyl)-1-fluoro-4-phenylnaphthalene COC1=C(C(=CC=C1)OC)C1=C(C2=CC=CC=C2C(=C1)C1=CC=CC=C1)F